1,3-dichloro-5-methoxyisoquinoline ClC1=NC(=CC2=C(C=CC=C12)OC)Cl